[O-]CCCC.[O-]CCCC.[O-]CCCC.C(C)[Sn+3] ethyltin tributoxide